1-chloro-5-(1-chloroethyl)-4-ethoxy-3-iodo-2-methylbenzene ClC1=C(C(=C(C(=C1)C(C)Cl)OCC)I)C